OCCCNC(C1=CC(=NC=C1)N1CC2(CC1)CN(CC2)C2=CC=CC=C2)=O N-(3-hydroxypropyl)-2-(7-phenyl-2,7-diazaspiro[4.4]nonan-2-yl)isonicotinamide